1-ethoxy-3-methylbutan C(C)OCCC(C)C